ClC1=NC=C(C(=N1)OCC1=CC=C(C=C1)C=1N(C=C(N1)C(F)(F)F)C)C1=CC=NN1 2-chloro-4-[[4-[1-methyl-4-(trifluoromethyl)imidazol-2-yl]phenyl]methoxy]-5-(1H-pyrazol-5-yl)pyrimidine